(S)-N-{1,2,3-trimethoxy-9-oxo-10-(1H-1,2,4-triazol-1-yl)-5,6,7,9-tetrahydrobenzo[a]heptalen-7-yl}acetamide COC1=C(C(=CC2=C1C1=CC=C(C(C=C1[C@H](CC2)NC(C)=O)=O)N2N=CN=C2)OC)OC